CN1N=C(C=C1C(=O)O)C(NCCNC1=NC=CC2=CC=C(C=C12)C1=NOC(=N1)C)=O 2-methyl-5-[2-[[7-(5-methyl-1,2,4-oxadiazol-3-yl)-1-isoquinolinyl]amino]ethylcarbamoyl]pyrazole-3-carboxylic acid